C1(=CC=C(C=C1)C1=CC=CC=2C3=C(SC21)C(=CC=C3)C3=NC(=NC(=N3)C3=CC=2C(C1=CC=CC=C1C2C=C3)(C)C)C3=CC=CC=C3)C3=CC=CC=C3 (6-(1,1'-biphenyl-4-yl)-dibenzothiophen-4-yl)-4-(9,9-dimethylfluoren-2-yl)-6-phenyl-1,3,5-triazine